1-chloro-4-(tosylethynyl)benzene ClC1=CC=C(C=C1)C#CS(=O)(=O)C1=CC=C(C)C=C1